C[C@H]1CC[C@@H](NC1)C=1C=CC2=C(N=C(S2)CC2CCN(CC2)C)C1 5-((2R,5S)-5-methylpiperidin-2-yl)-2-((1-methylpiperidin-4-yl)methyl)benzo[d]thiazole